C(C)(C)(C)OC(N([C@H](C)C1=C(C(=CC=C1)C(F)F)F)C=1C2=C(N=C(N1)C)NC(C(=C2)O[C@@H]2CN(CC2)C(C)=O)=O)=O (6-(((S)-1-acetylpyrrolidin-3-yl)oxy)-2-methyl-7-oxo-7,8-dihydropyrido[2,3-d]pyrimidin-4-yl)((R)-1-(3-(difluoromethyl)-2-fluorophenyl)ethyl)carbamic acid tert-butyl ester